1,3-divinyl-1,3-diphenyl-dimethyldisiloxane C(=C)[Si](O[Si](C1=CC=CC=C1)(C=C)C)(C1=CC=CC=C1)C